tert-butyl N-[(5S)-6-[[(1S)-2-(1,3-benzodioxol-5-yl)-1-methyl-ethyl]-ethyl-amino]-5-(tert-butoxycarbonylamino)-6-oxo-hexyl]carbamate O1COC2=C1C=CC(=C2)C[C@H](C)N(C([C@H](CCCCNC(OC(C)(C)C)=O)NC(=O)OC(C)(C)C)=O)CC